C(C=C)(=O)NCCCC[C@@H](C(=O)NCCCNS(=O)(=O)C1=CC=CC2=C(C=CC=C12)N(C)C)NC(OCC1=CC=CC=C1)=O (S)-benzyl (6-acrylamido-1-((3-(5-(dimethylamino)naphthalene-1-sulfonamido)propyl)amino)-1-oxohexan-2-yl)carbamate